1-(1H-indol-2-yl)naphthalene N1C(=CC2=CC=CC=C12)C1=CC=CC2=CC=CC=C12